N-(1-(3,4-difluoro-benzyl)-1H-indol-5-yl)acrylamide FC=1C=C(CN2C=CC3=CC(=CC=C23)NC(C=C)=O)C=CC1F